C1=CC=C(C=2OC3=C(C21)C=CC=C3)C3=CC=CC=C3C=3C(=C(C2=CC=CC=C2C3)C3=C(C=CC2=CC(=CC=C32)C3=CC=CC2=C3OC3=C2C=CC=C3)OCC(=O)O)OCC(=O)O 2,2'-{(6,6'-bis(dibenzo[b,d]furan-4-yl)phenyl-[1,1'-binaphthyl]-2,2'-diyl)bis(oxy)}diacetic acid